C(C)(=O)NCC(C)C=1C(=C(C(=C2C=NNC12)C=1N=CC=2N(C1)C=C(N2)NC(=O)[C@H]2[C@H](C2)F)C(F)(F)F)F (1S,2S)-N-(6-(7-(1-acetamidopropan-2-yl)-6-fluoro-5-(trifluoromethyl)-1H-indazol-4-yl)imidazo[1,2-a]pyrazin-2-yl)-2-fluorocyclopropane-1-carboxamide